FC=1C=C(C=CC1)S(=O)(=O)N1CC2=C(CC1)SC=C2C2=NOC(=N2)C(F)(F)F 3-(5-((3-fluorophenyl)sulfonyl)-4,5,6,7-tetrahydrothieno[3,2-c]pyridin-3-yl)-5-(trifluoromethyl)-1,2,4-oxadiazole